2-(trifluoromethyl)pyridine hydrochloride Cl.FC(C1=NC=CC=C1)(F)F